ClC(OC1=CC=C(C=C1)NC(=O)C1=CC(=C2C(C(NC2=C1)=O)(C)C)C1=CC=NN1)(F)F N-(4-(chlorodifluoromethoxy)phenyl)-3,3-dimethyl-2-oxo-4-(1H-pyrazol-5-yl)indoline-6-carboxamide